C(=O)O.NC1=CN=NC2=CC(=CC=C12)C=1C=C(C=C2CCCOC12)B(O)O [8-(4-aminocinnolin-7-yl)-3,4-dihydro-2H-chromen-6-yl]boronic acid formic acid salt